COC1=C(C=CC(=C1)OC)CNC(=O)C1=NNC2=CN=C(C=C21)C N-[(2,4-dimethoxyphenyl)methyl]-5-methyl-pyrazolo[3,4-c]pyridine-3-carboxamide